(5S)-CYCLOPROPYL-5-[3-[(3S)-4-(3,5-DIFLUOROPHENYL)-3-METHYL-PIPERAZIN-1-YL]-3-OXO-PROPYL]IMIDAZOLIDINE-2,4-DIONE C1(CC1)N1C(NC([C@@H]1CCC(=O)N1C[C@@H](N(CC1)C1=CC(=CC(=C1)F)F)C)=O)=O